COC1=CC=C(C=C1)C(OC[C@]1(O[C@H](CN(C1)C(CCCCCCCCCCCCCCC)=O)N1C(NC(C(=C1)C)=O)=O)CO)(C1=CC=CC=C1)C1=CC=C(C=C1)OC 1-[(2R,6R)-6-[[bis(4-methoxyphenyl)-phenyl-methoxy]methyl]-4-hexadecanoyl-6-(hydroxymethyl)morpholin-2-yl]-5-methyl-pyrimidine-2,4-dione